3-(dimethylamino)-N-[(1s,4s)-4-{[2-(trifluoromethyl)quinolin-4-yl]amino}cyclohexyl]benzamide CN(C=1C=C(C(=O)NC2CCC(CC2)NC2=CC(=NC3=CC=CC=C23)C(F)(F)F)C=CC1)C